C(C)(C)(C)OC(=O)N1CCC2(CC(N(C2)C(=O)OCC2=CC=CC=C2)CN=[N+]=[N-])CC1 3-(azidomethyl)-2,8-diazaspiro[4.5]decane-2,8-dicarboxylic acid 2-benzyl 8-tert-butyl ester